N-[6-(Hydroxymethyl)-2-[(4-methoxyphenyl)methyl]-3-(2-methylphenyl)-1-oxo-2,3-dihydro-1H-isoindol-4-yl]-1,2-benzothiazole-3-carboxamide OCC1=CC(=C2C(N(C(C2=C1)=O)CC1=CC=C(C=C1)OC)C1=C(C=CC=C1)C)NC(=O)C1=NSC2=C1C=CC=C2